N-cyclopentylaminomethyl-triethoxysilane C1(CCCC1)NC[Si](OCC)(OCC)OCC